C(=C)C=1N=C(NC1)C=CC(=O)N vinyl-imidazole-2-acrylamide